C(C)(=O)C1=C(C(=C(C2=C1OC=1[C@@]2(C(C=2C(=NN(C2C1)C1=CC=C(C=C1)OC)C)=O)C)O)C)O (R)-8-acetyl-5,7-dihydroxy-1-(4-methoxyphenyl)-3,4a,6-trimethyl-1,4a-dihydro-4H-benzofuro[3,2-f]indazol-4-one